C1CCC2=C(C=3CCCC3C=C12)NC(=O)C1N2C(OC1(C)CO)=CCN2C(C2=CC=CC=C2)(C2=CC=CC=C2)C2=CC=CC=C2 ((1,2,3,5,6,7-hexahydro-s-indacen-4-yl)carbamoyl)-2-(hydroxymethyl)-2-methyl-N-trityl-2,3-dihydropyrazolo[5,1-b]oxazole